1-1-ISOBUTYL-1H-IMIDAZOLE-2-CARBALDEHYDE C(C(C)C)N1C(=NC=C1)C=O